2-[2-(Boc-amino)ethoxy]ethoxyacetic acid (dicyclohexylammonium) salt C1(CCCCC1)[NH2+]C1CCCCC1.C(=O)(OC(C)(C)C)NCCOCCOCC(=O)[O-]